(3-amino-1H-pyrazol-1-yl)-2-trifluoromethyl-benzonitrile NC1=NN(C=C1)C=1C(=C(C#N)C=CC1)C(F)(F)F